COC(CC1=NC(=NC(=C1[N+](=O)[O-])N(CC1=CC=C(C=C1)OC)CC1=CC=C(C=C1)OC)OCCCC)=O 2-(6-(Bis(4-methoxybenzyl)amino)-2-butoxy-5-nitropyrimidin-4-yl)acetic acid methyl ester